2-(2-cyanoprop-2-yl)-N-(2-fluoro-4-methyl-5-(7-(methylamino)-1,6-naphthyridin-3-yl)phenyl)isonicotinamide C(#N)C(C)(C)C=1C=C(C(=O)NC2=C(C=C(C(=C2)C=2C=NC3=CC(=NC=C3C2)NC)C)F)C=CN1